N-((1r,4r)-4-(3-chloro-4-cyanophenoxy)cyclohexyl)-6-(4-(4-(3-(2,4-dioxotetrahydropyrimidin-1(2H)-yl)benzyl)piperazin-1-yl)piperidin-1-yl)pyridazine-3-carboxamide ClC=1C=C(OC2CCC(CC2)NC(=O)C=2N=NC(=CC2)N2CCC(CC2)N2CCN(CC2)CC2=CC(=CC=C2)N2C(NC(CC2)=O)=O)C=CC1C#N